3-(6-chloro-5-(dimethylamino)-1-oxoisoindolin-2-yl)piperidine-2,6-dione ClC1=C(C=C2CN(C(C2=C1)=O)C1C(NC(CC1)=O)=O)N(C)C